5-(4-methyl-1H-pyrazol-1-yl)pyridin-3-ol hydrochloride Cl.CC=1C=NN(C1)C=1C=C(C=NC1)O